BrC1=CC=C(N1C)C(=O)N1C[C@H]([C@@H](CC1)C(=O)N1CCC(CC1)(O)CN1C=NC2=C(C1=O)C=CN2C)C2=CC=CC=C2 3-{[1-({(3R,4R)-1-[(5-bromo-1-methyl-1H-pyrrol-2-yl)carbonyl]-3-phenylpiperidin-4-yl}carbonyl)-4-hydroxypiperidin-4-yl]methyl}-7-methyl-3,7-dihydro-4H-pyrrolo[2,3-d]pyrimidin-4-one